FC1=CC(=C(C(=O)OCC=C(C)C)C=C1F)I 3-methylbut-2-en-1-yl 4,5-difluoro-2-iodobenzoate